5-vinyllauryluridine C(=C)C(CCCC[C@@]1([C@H](O)[C@H](O)[C@@H](CO)O1)N1C(=O)NC(=O)C=C1)CCCCCCC